[Na].NC=1C=CC=CC1 3-aminobenzene sodium